[K+].OCCN1CCN(CC1)CCS(=O)(=O)[O-] 4-(2-Hydroxyethyl)piperazine-1-ethanesulfonic acid potassium salt